COC=1C=C(\C=C\2/CC(C\C(\C2=O)=C/C2=CC(=C(C=C2)OC)OC)NC(=S)NCCN2CCOCC2)C=CC1OC 1-(3,5-Bis((E)-3,4-dimethoxybenzylidene)-4-oxocyclohexyl)-3-(2-morpholinoethyl)thiourea